o-decynylphenol C(#CCCCCCCCC)C1=C(C=CC=C1)O